N1=CN=C(C2=C1NC=C2)OC21CCC(CC2)(CC1)N1C(N(CC1=O)C=1C=NC=C(C1)C(F)(F)F)=O 3-[4-(7H-pyrrolo[2,3-d]pyrimidin-4-yloxy)bicyclo[2.2.2]oct-1-yl]-1-[5-(trifluoromethyl)-3-pyridinyl]-2,4-imidazolidinedione